COC([C@H](C[C@H]1C(NCCC1)=O)NC(=O)C1N(CC2(C1)CCCCC2)C(=O)OC(C)(C)C)=O tert-butyl 3-[[(1S)-2-methoxy-2-oxo-1-[[(3S)-2-oxo-3-piperidyl] methyl] ethyl] carbamoyl]-2-azaspiro[4.5]decane-2-carboxylate